O=C1C=C(N=C(N1)C=1C=C(CNC(CCC)=O)C=CC1C(F)(F)F)C1=NC=C(C=C1)C(F)(F)F N-(3-{6-oxo-4-[5-(trifluoromethyl)pyridin-2-yl]-1,6-dihydropyrimidin-2-yl}-4-(trifluoromethyl)benzyl)butanamide